methyl (S)-2-((2-(2,6-difluoro-4-acetamidophenyl)-7-methylimidazo[1,2-a]pyridin-3-yl)-methyl)morpholine-4-carboxylate FC1=C(C(=CC(=C1)NC(C)=O)F)C=1N=C2N(C=CC(=C2)C)C1C[C@H]1CN(CCO1)C(=O)OC